C1(C=CC=CC1)C1=C(C=C(C=C1O)O)O 2-Cyclohexa-2,4-dien-1-ylbenzene-1,3,5-triol